ClC1=CC(=C(C(=O)OC)C=C1F)NC1=C(C=C(C=C1)F)C=O methyl 4-chloro-5-fluoro-2-((4-fluoro-2-formylphenyl) amino)-benzoate